1-cyclopropyl-6-fluoro-1,4-dihydro-7-(8-azaspiro[4.5]dec-8-yl)-4-oxo-3-quinolinecarboxylic acid C1(CC1)N1C=C(C(C2=CC(=C(C=C12)N1CCC2(CCCC2)CC1)F)=O)C(=O)O